(1-(6-methyl-1-(4-(trifluoromethyl)phenyl)-1H-pyrazolo[4,3-b]pyridin-3-yl)pyrrolidin-3-yl)acrylamide CC=1C=C2C(=NC1)C(=NN2C2=CC=C(C=C2)C(F)(F)F)N2CC(CC2)C(C(=O)N)=C